C(C)(C)(CC)OOC(C)(C)CC ditertiary amyl peroxide